C(N)(=O)C1=NC=CC=C1 2-Carbamoylpyridine